3-(7-(4-chlorobenzoyl)-5-hydroxy-5-phenyl-2,3-dihydro-1H-pyrrolo[1,2-a]imidazol-6(5H)-ylidene)chroman-2,4-dione ClC1=CC=C(C(=O)C=2C(C(N3C2NCC3)(C3=CC=CC=C3)O)=C3C(OC2=CC=CC=C2C3=O)=O)C=C1